FC1=CC(=C(C(=O)O)C=C1)S(=O)(=O)C 4-fluoro-2-(methylsulfonyl)benzoic acid